(2S)-2-[(tert-Butoxycarbonyl)amino]-3-[4-(2-methylcyclopropanecarboxamido)phenyl]propanamide C(C)(C)(C)OC(=O)N[C@H](C(=O)N)CC1=CC=C(C=C1)NC(=O)C1C(C1)C